6-chloro-N-(2-(morpholinesulfonyl)ethyl)-2-(piperazin-1-yl)pyrido[3,4-d]pyrimidin-4-amine ClC1=CC2=C(N=C(N=C2NCCS(=O)(=O)N2CCOCC2)N2CCNCC2)C=N1